benzyl 3-{3-azabicyclo[3.1.1]heptan-3-yl}azetidine-1-carboxylate C12CN(CC(C1)C2)C2CN(C2)C(=O)OCC2=CC=CC=C2